2-tert-butyltetrazole-5-carboxylic acid C(C)(C)(C)N1N=C(N=N1)C(=O)O